3-(3-bromo-4-hydroxy-5-methoxyphenyl)-2-propenoic acid BrC=1C=C(C=C(C1O)OC)C=CC(=O)O